C1(=CC=CC=C1)C1(C=CC2=C(O1)C=1C=CC=CC1C1=C2C(C2=CC=CC=C21)(C)C)C2=CC=C(C=C2)N2CCN(CC2)CCOC(NCCOC(C(=C)C)=O)=O 3-phenyl-3-(4-(4-(2-(2-methacryloxyethyl)carbamyloxyethyl)piperazin-1-yl)phenyl)-13,13-dimethyl-3H,13H-indeno[2',3':3,4]naphtho[1,2-b]pyran